2-(7-chloroimidazo[1,5-a]pyridin-1-yl)-N-(6-((6-cyclopropylimidazo[1,2-a]pyridin-2-yl)difluoromethyl)pyrimidin-4-yl)propionamide ClC1=CC=2N(C=C1)C=NC2C(C(=O)NC2=NC=NC(=C2)C(F)(F)C=2N=C1N(C=C(C=C1)C1CC1)C2)C